3-(3-(5-bromofuran-2-yl)-5,6,7,8-tetrahydro-[1,2,4]triazolo[4,3-a]pyrazine-7-carbonyl)-4-fluorobenzylphthalazin-1(2H)-one BrC1=CC=C(O1)C1=NN=C2N1CCN(C2)C(=O)C=2C=C(CN1C(C3=CC=CC=C3C=N1)=O)C=CC2F